BrC1=CN(C=2N=CN=C(C21)Cl)C2=C(C(=O)O)C=CN=C2 (5-bromo-4-chloro-7H-pyrrolo[2,3-d]pyrimidin-7-yl)isonicotinic acid